(R)-1-(1-((2-(trimethylsilyl)ethoxy)methyl)-1H-benzo[d]imidazol-6-yl)ethan-1-amine C[Si](CCOCN1C=NC2=C1C=C(C=C2)[C@@H](C)N)(C)C